3'-(4,4,5,5-tetramethyl-1,3,2-dioxaborolan-2-yl)-4'H,6'H-spiro[cyclopropane-1,5'-pyrrolo[1,2-b]pyrazole] CC1(OB(OC1(C)C)C1=C2N(N=C1)CC1(C2)CC1)C